N'-hydroxycyclobutaneformamidine ethyl-1-(4-methoxyphenyl)-6-(4-aminophenyl)-7-oxo-4,5,6,7-tetrahydro-1H-pyrazolo[3,4-c]pyridine-3-carboxylate C(C)OC(=O)C1=NN(C=2C(N(CCC21)C2=CC=C(C=C2)N)=O)C2=CC=C(C=C2)OC.ON=C(N)C2CCC2